C(C)(C)N(S(=O)(=O)N)C N-isopropyl-N-methylsulfamide